4-bromo-1-(2-((tert-butyldimethylsilyl)oxy)ethyl)-3-methyl-1H-pyrazole-5-carbaldehyde BrC=1C(=NN(C1C=O)CCO[Si](C)(C)C(C)(C)C)C